NCCCCCN(CCCCCN)CCCCCN tris(5-aminopentyl)amine